NC1=NC=CC=C1C1=NC=2C(=NC(=CC2C#N)N2N=CC=C2)N1C=1C=C2CC[C@@H](C2=CC1)NC(C1=CC(=C(C=C1)OCC1=CC=C(C=C1)OC)C1OCCO1)=O N-[(1S)-5-[2-(2-aminopyridin-3-yl)-7-cyano-5-(pyrazol-1-yl)imidazo[4,5-b]pyridin-3-yl]-2,3-dihydro-1H-inden-1-yl]-3-(1,3-dioxolan-2-yl)-4-[(4-methoxyphenyl)methoxy]benzamide